NC1=C(C(N=C2N1C(=CS2)C2=CC=C(C=C2)C#N)C2=CC=C(C=C2)Cl)C#N 5-amino-7-(4-chlorophenyl)-3-(4-cyanophenyl)-7H-thiazolo[3,2-a]pyrimidine-6-carbonitrile